BrC=1C=C(COC=2C=C3CN(C(C3=CC2)=O)C2CCCC2)C=CC1 5-((3-bromobenzyl)oxy)-2-cyclopentylisoindolin-1-one